FC(C1C(C1)C(=O)N1CC2CCC(C1)N2C2=NC=C(C#N)C=C2)(C2=CC(=NC=C2)OC)F 6-(3-(2-(difluoro(2-methoxypyridin-4-yl)methyl)cyclopropane-1-carbonyl)-3,8-diazabicyclo[3.2.1]octan-8-yl)nicotinonitrile